C(C)(=O)N1CCC(CC1)OC1=CC=C(NC=2C(=NC(=C(N2)NC)C=2C3=C(C=NC2)N(C=N3)C)C(=O)N)C=C1 3-[4-[(1-Acetyl-4-piperidyl)oxy]anilino]-5-(methylamino)-6-(3-methylimidazo[4,5-c]pyridin-7-yl)pyrazin-2-carboxamid